ClC1=C(CN2C(=NC3=C2C=CC(=C3)OC)C(C)C3=CC=C(C(=O)OC)C=C3)C=CC=C1 Methyl 4-(1-(1-(2-chlorobenzyl)-5-methoxy-1H-benzo[d]imidazol-2-yl)ethyl)benzoate